ClC1=NC2=C(C=3N1N=C(N3)C3=CC=C(C=C3)OC)C=CN=C2 5-Chloro-2-(4-methoxyphenyl)pyrido[4,3-e][1,2,4]triazolo[1,5-c]pyrimidine